1-(tetrahydro-2H-pyran-4-yl)-1H-pyrazolo[3,4-d]pyrimidine O1CCC(CC1)N1N=CC=2C1=NC=NC2